P(=O)(O)(O)O.FC(C[SiH3])(F)F.FC(C[SiH3])(F)F.FC(C[SiH3])(F)F tris(trifluoroethylsilane) phosphate